C(CCCCCCC)C1(C2=CC(=CC=C2C=2C=CC(=CC12)B1OC(C(O1)(C)C)(C)C)B1OC(C(O1)(C)C)(C)C)CCCCCCCC 2,2'-(9,9-Dioctyl-9H-fluorene-2,7-diyl)bis(4,4,5,5-tetramethyl-1,3,2-dioxaborolane)